ClC1=C(NC2=NC=C(C(=N2)NCCCN2C(CCCC2)=O)C(F)(F)F)C=C(C=C1)OCCN1CCOCC1 1-[3-[[2-[2-Chloro-5-(2-morpholinoethoxy)anilino]-5-(trifluoromethyl)pyrimidin-4-yl]amino]propyl]piperidin-2-one